anti-acetylcholine C(C)(=O)OCC[N+](C)(C)C